O[C@@H]1C[C@H](N(C1)C(C(C(C)C)C1=CC(=NO1)OC)=O)C=1NC(=CN1)C1=CC(=CC=C1)C1=C(N=CS1)C 1-[(2S,4R)-4-hydroxy-2-[5-[3-(4-methyl-1,3-thiazol-5-yl)phenyl]-1H-imidazol-2-yl]pyrrolidin-1-yl]-2-(3-methoxy-1,2-oxazol-5-yl)-3-methylbutan-1-one